BrC1=CN=C(C(N1CC(=O)OC(C)(C)C)=O)N[C@H](C)C1=CC2=C(OC3=C2C=CC=C3)C=C1 Tert-butyl (R)-2-(6-bromo-3-((1-(dibenzo[b,d]furan-2-yl)ethyl)amino)-2-oxopyrazin-1(2H)-yl)acetate